(S)-N-((R)-(3-chloro-4-fluorophenyl)(4-(methylsulfonyl)phenyl)methyl)-2-oxoimidazolidine-4-carboxamide ClC=1C=C(C=CC1F)[C@H](NC(=O)[C@H]1NC(NC1)=O)C1=CC=C(C=C1)S(=O)(=O)C